CP(=O)(C)C1=CC2=C(N=C(N=C2N[C@H](C)C=2C(=C(C=CC2)C([C@@H](CC)O)(F)F)F)C)C=N1 (2R)-1-{3-[(1R)-1-{[6-(dimethylphosphoryl)-2-methylpyrido[3,4-d]pyrimidin-4-yl]amino}ethyl]-2-fluorophenyl}-1,1-difluorobutan-2-ol